N-methyl-propan-1-amine CNCCC